C(C)(C)C1C=C(C=C(C1)CCC=O)C 3-(5-isopropyl-3-methyl-cyclohex-1,3-dien-1-yl)propanal